OC1COC1 3-hydroxyoxetane